OC[C@@]12CCC[C@H]1[C@@H]1CCC3=CC(CC[C@]3(C)[C@H]1CC2)=O hydroxy-4-androstene-3-one